O[C@@H]1C[C@H](N(C1)C(=O)[C@H](C(C)(C)C)NC(CCCCCCCCCCCCC(=O)O)=O)C(N[C@@H](C)C1=CC=C(C=C1)C1=C(N=CS1)C)=O 14-[[(1S)-1-[(2S,4R)-4-hydroxy-2-[[(1S)-1-[4-(4-methylthiazol-5-yl)phenyl]ethyl]carbamoyl]pyrrolidine-1-carbonyl]-2,2-dimethyl-propyl]amino]-14-oxo-tetradecanoic acid